(1R,4R)-N4-[2-(3-{[2-methoxy-4-(trifluoromethyl)phenyl]amino}prop-1-yn-1-yl)-1-(2,2,2-trifluoroethyl)-1H-indol-4-yl]-N1,N1-dimethylcyclohexane-1,4-diamine COC1=C(C=CC(=C1)C(F)(F)F)NCC#CC=1N(C2=CC=CC(=C2C1)NC1CCC(CC1)N(C)C)CC(F)(F)F